FC1=C(C=NS(=O)C(C)(C)C)C=C(C=C1)C N-(2-fluoro-5-methylbenzylidene)-2-methylpropane-2-sulfinamide